C(C)(C)(C)OC(N(CC#C)C)=O (methyl)(2-propyn-1-yl)carbamic acid tert-butyl ester